C(C)(C)(C)OC(=O)NC1C(CC(C1)(F)F)C(=O)ON1C(C2=CC=CC=C2C1=O)=O 1,3-dioxoisoindol-2-yl 2-[(tert-butoxycarbonyl)amino]-4,4-difluorocyclopentane-1-carboxylate